FC1=CC2=C(N=CO2)C=C1C#CC1=NN(C(=C1C(=O)N)NC)[C@@H]1CN([C@H](C1)COC)C(C=C)=O 3-[2-(6-fluoro-1,3-benzoxazol-5-yl)ethynyl]-1-[(3S,5R)-5-(methoxymethyl)-1-(prop-2-enoyl)pyrrolidin-3-yl]-5-(methylamino)pyrazole-4-carboxamide